5-(4-Iodophenyl)isoxazole-3-carboxylic acid ethyl ester C(C)OC(=O)C1=NOC(=C1)C1=CC=C(C=C1)I